tert-Butyl 3-((4-(1-(5-fluoro-6-methoxypyridin-3-yl)-4,5,7,8-tetrahydro-1H-oxepino[4,5-c]pyrazol-3-yl)-1H-pyrazol-1-yl)methyl)pyrrolidine-1-carboxylate FC=1C=C(C=NC1OC)N1N=C(C2=C1CCOCC2)C=2C=NN(C2)CC2CN(CC2)C(=O)OC(C)(C)C